CC1(OB(OC1(C)C)C=1C=C(C=CC1)CN)C (3-(4,4,5,5-tetramethyl-1,3,2-dioxaborolan-2-yl)phenyl)methanamine